Cl(=O)(=O)[O-].[K+] potassium chlorate